OCCOCCOCC(=O)OC(C)(C)C tert-butyl 2-(2-hydroxyethoxy)ethoxyacetate